2-(5-((2,4-dimethoxybenzyl)amino)-9-fluoro-8-methoxy-[1,2,4]triazolo[1,5-c]quinazolin-2-yl)ethanol COC1=C(CNC2=NC=3C=C(C(=CC3C=3N2N=C(N3)CCO)F)OC)C=CC(=C1)OC